C1(CCCCC1)CN1CC(N(CC1)C1CC2(C1)CCN(CC2)C(=O)OC(C)(C)C)C2=C(C=CC=C2)C(C)C tert-butyl 2-(4-(cyclohexylmethyl)-2-(2-isopropylphenyl) piperazin-1-yl)-7-azaspiro[3.5]Nonane-7-carboxylate